FC(C1=CC(=NC(=C1)C(F)(F)F)N1C(COCC1)C(=O)N(C)C1=CC=C(C=C1)F)(F)F 4-(4,6-bis(trifluoromethyl)pyridin-2-yl)-N-(4-fluorophenyl)-N-methyl-morpholine-3-carboxamide